N-(6-bromo-5-methylpyridin-2-yl)-4-(trifluoromethyl)picolinamide BrC1=C(C=CC(=N1)NC(C1=NC=CC(=C1)C(F)(F)F)=O)C